4-(4-methoxy-6-(quinolin-3-yl)pyrimidin-2-yl)piperazine COC1=NC(=NC(=C1)C=1C=NC2=CC=CC=C2C1)N1CCNCC1